FCC=1C=C(C=C(C1)C)N(C(C#C[Si](C(C)C)(C(C)C)C(C)C)=O)C1(CCOCC1)C(=O)N 4-(N-(3-(fluoromethyl)-5-methylphenyl)-3-(triisopropylsilyl)propiolamido)tetrahydro-2H-pyran-4-carboxamide